C(CCC)[Sn](C1=NC=C(C=N1)OCC(F)F)(CCCC)CCCC tributyl-[5-(2,2-difluoroethoxy)pyrimidin-2-yl]stannan